ClC1=C2C(=NC(=N1)SC)N(N=C2)C2=C(C=C(C=C2)F)F 4-chloro-1-(2,4-difluorophenyl)-6-methylsulfanyl-pyrazolo[3,4-d]pyrimidine